CN1CCC(CC1)OC=1C=C(C(=O)N[C@H](C)C=2C=NC(=NC2)C(F)(F)F)C=C(C1)C=1SC(=CN1)C 3-[(1-methylpiperidin-4-yl)oxy]-5-(5-methyl-1,3-thiazol-2-yl)-N-{(1R)-1-[2-(trifluoromethyl)pyrimidin-5-yl]ethyl}benzamide